methyl 2-(5-(((1S,3R)-3-(((2-amino-5-bromophenyl)amino)methyl)cyclopentyl)methoxy)-1,3-dimethyl-1H-pyrazol-4-yl)-6-methylisonicotinate NC1=C(C=C(C=C1)Br)NC[C@H]1C[C@H](CC1)COC1=C(C(=NN1C)C)C=1C=C(C(=O)OC)C=C(N1)C